N1=CNC2=C1N=C(C=N2)C(=O)O 4,7-diaza-benzimidazole-6-carboxylic acid